cis-4-[3-(5-{(R)-(1,3-Dimethyl-azetidin-3-yl)-hydroxy-[4-(2,2,2-trifluoro-ethyl)-phenyl]-methyl}-pyridin-3-yl)-[1,2,4]oxadiazol-5-yl]-cyclohexanol CN1CC(C1)(C)[C@@](C=1C=C(C=NC1)C1=NOC(=N1)[C@H]1CC[C@H](CC1)O)(C1=CC=C(C=C1)CC(F)(F)F)O